N-(4-(((tert-butyldimethylsilyl)oxy)methyl)phenyl)-5-nitro-[2,3'-bipyridin]-6-amine [Si](C)(C)(C(C)(C)C)OCC1=CC=C(C=C1)NC1=C(C=CC(=N1)C=1C=NC=CC1)[N+](=O)[O-]